4-Bromo-1-[[3-(trifluoromethyl)phenyl]methyl]pyrazole BrC=1C=NN(C1)CC1=CC(=CC=C1)C(F)(F)F